NC1=CC=C(C(=N1)C)NC(=O)NC1=CC=C(C=C1)C 1-(6-amino-2-methylpyridin-3-yl)-3-(p-tolyl)urea